ClC1=C(C(=C(C(=O)OC)C=C1)C)I methyl 4-chloro-3-iodo-2-methylbenzoate